S1C=C(C=C1)C1(CC1)CN (1-(Thien-3-yl)cyclopropyl)methanamine